2-N-butyryl-6-O-(N-tert-butoxycarbonyl-L-valyl)-D-glucosamine C(CCC)(=O)N[C@H]1C(O)O[C@@H]([C@H]([C@@H]1O)O)COC([C@@H](NC(=O)OC(C)(C)C)C(C)C)=O